FC=1C(=C(N)C=C(C1)F)[N+](=O)[O-] 3,5-difluoro-2-nitro-aniline